tert-butyl (R)-tert-butyl-4-(((1-(methoxymethyl)-1H-benzo[d]imidazol-2-yl)methyl)(5,6,7,8-tetrahydroquinolin-8-yl)amino)butylcarbamate C(C)(C)(C)N(C(OC(C)(C)C)=O)CCCCN([C@@H]1CCCC=2C=CC=NC12)CC1=NC2=C(N1COC)C=CC=C2